(S)-2-amino-5-fluoro-4-(fluoromethyl)pentanoic acid N[C@H](C(=O)O)CC(CF)CF